N-(3-(((4-cyclopentyl-3-methyl-1H-pyrazolo[3,4-b]pyridin-5-yl)oxy)methyl)-2,4-difluorophenyl)-5-fluoro-2-methoxypyridine-3-sulfonamide C1(CCCC1)C1=C2C(=NC=C1OCC=1C(=C(C=CC1F)NS(=O)(=O)C=1C(=NC=C(C1)F)OC)F)NN=C2C